C(CCCCCCCCCCCCCCCCC)(=O)NCC(=O)OC1=CC=CC=2CC(CCC12)N(CCC=1SC=CC1)CCC 6-(propyl (2-(thien-2-yl) ethyl) amino)-5,6,7,8-tetrahydronaphthalen-1-yl 2-stearamidoacetate